N-(benzo[d][1,3]dioxol-5-yl)-N-(2-fluoro-4-(5-(trifluoromethyl)-1,3,4-oxadiazol-2-yl)benzyl)methanesulfonamide O1COC2=C1C=CC(=C2)N(S(=O)(=O)C)CC2=C(C=C(C=C2)C=2OC(=NN2)C(F)(F)F)F